C12(CC3CC(CC(C1)C3)C2)C2=CC(=CC=3C1=C(B(OC32)OC(C)C)C=CC=C1)[Si](C(C)C)(C(C)C)C(C)C (4-(1-adamantyl)-6-isopropoxy-6H-dibenzo[c,e][1,2]oxaborinin-2-yl)triisopropylsilane